COC(=O)N1CC(C1)C1=NC(=NO1)C1=CC(=C(C(=C1)NC(=O)C=1C=NN2C1C=C(C=C2)C(C)C)C)F 3-(3-(3-fluoro-5-(5-isopropylpyrazolo[1,5-a]pyridine-3-carboxamido)-4-methylphenyl)-1,2,4-oxadiazol-5-yl)azetidine-1-carboxylic acid methyl ester